C(CCCCCC(C)(C)C)(=O)[O-].C(CCCCCC(C)(C)C)(=O)[O-].C(CCCCCCC)[Sn+2]CCCCCCCC di-n-octyl-tin dineodecanoate